(1S,2R,4aS,5R,8aS)-1-Formamido-1,4a-dimethyl-6-methylene-5-((E)-2-(2-oxo-2,5-dihydrofuran-3-yl)ethenyl)decahydronaphthalen-2-yl 2-nitrobenzoate [N+](=O)([O-])C1=C(C(=O)O[C@H]2[C@@]([C@H]3CCC([C@H]([C@@]3(CC2)C)\C=C\C=2C(OCC2)=O)=C)(C)NC=O)C=CC=C1